NCCCCC#CC1=C(C=C(C=C1)N1CCNCC1)CO 4-(4-(6-aminohex-1-yn-1-yl)-3-(hydroxymethyl)phenyl)piperazin